3-ethyl-5-fluoro-6-[3-(trifluoromethyl)-1H-pyrazol-1-yl]-2-[[6-(trifluoromethyl)-2-pyridinyl]oxy]pyridine C(C)C=1C(=NC(=C(C1)F)N1N=C(C=C1)C(F)(F)F)OC1=NC(=CC=C1)C(F)(F)F